C(C)(=O)OC1=C(C=CC(=C1)C)C=1C2=C(N=CN1)N(C=C2)C 4-(2-acetoxy-4-methylphenyl)-7-methyl-7H-pyrrolo[2,3-d]pyrimidin